[Si](C)(C)(C(C)(C)C)N=S(=O)(N)C1=CC(=C(O1)C)C(=O)OC methyl 5-[(tert-butyldimethylsilyl)-S-aminosulfonimidoyl]-2-methylfuran-3-carboxylate